(S)-5-chloro-3-((3-(2-(4-chlorophenyl)-2-hydroxyethyl)-1,2,4-oxadiazol-5-yl)methyl)-1,6-dimethylpyrimidine-2,4(1H,3H)-dione ClC=1C(N(C(N(C1C)C)=O)CC1=NC(=NO1)C[C@H](O)C1=CC=C(C=C1)Cl)=O